N-hydroxy-5-[5-(trifluoromethyl)-1,2-oxazol-3-yl]thiophene-2-sulfonyl chloride ON1OC(=CC1C1=CC=C(S1)S(=O)(=O)Cl)C(F)(F)F